(2-chlorophenyl)-2-(2-ethoxy-4-fluorobenzoyl)-N-methyl-2-azaspiro[3.3]heptane-6-carboxamide ClC1=C(C=CC=C1)C1N(CC12CC(C2)C(=O)NC)C(C2=C(C=C(C=C2)F)OCC)=O